ClC=1C(=C(NC=2C3=C(N=CN2)C=NC(=N3)O[C@@H]3CN(CC3)C(C=C)=O)C=CC1OC(F)F)F 1-[(3S)-3-[4-[3-chloro-4-(difluoromethoxy)-2-fluoro-anilino]pyrimido[5,4-d]pyrimidin-6-yl]oxypyrrolidin-1-yl]prop-2-en-1-one